pyrrolium thiocyanate [S-]C#N.[NH2+]1C=CC=C1